1-[[6-(difluoromethyl)-2-(methoxymethyl)imidazo[2,1-b][1,3,4]thiadiazol-5-yl]methyl]-3-(3,3,3-trifluoropropyl)-2H-pyrrol-5-one FC(C=1N=C2SC(=NN2C1CN1CC(=CC1=O)CCC(F)(F)F)COC)F